6-chloro-2-(4'-trifluoromethyl-[1,1'-biphenyl]-4-yl)benzo[d]oxazole ClC1=CC2=C(N=C(O2)C2=CC=C(C=C2)C2=CC=C(C=C2)C(F)(F)F)C=C1